COCCN1C(=NC2=C1C=CC=C2)C=C 1-(2-methoxyethyl)-2-vinyl-1H-benzo[d]imidazole